BrC=1C=C2N(N=CC(=C2N[C@@H]2CC[C@H](CC2)NC(OC(C)(C)C)=O)C(N)=NC2=C(C=CC=C2Cl)Cl)C1 trans-tert-butyl N-[4-[[6-bromo-3-[N'-(2,6-dichlorophenyl)carbamimidoyl]pyrrolo[1,2-b]pyridazin-4-yl]amino]cyclohexyl]carbamate